CC=1C=CN=C2C=CC(=NC12)C=1C(=NC(=NC1)N)C1=CC=CC=C1 5-(8-methyl-1,5-naphthyridin-2-yl)-4-phenylpyrimidin-2-amine